N-(2-(azetidin-3-yl)-4-(2-fluorophenyl)pyridin-3-yl)-2-isopropylpyrimidine-5-carboxamide hydrochloride Cl.N1CC(C1)C1=NC=CC(=C1NC(=O)C=1C=NC(=NC1)C(C)C)C1=C(C=CC=C1)F